Cyclobutylidenebis[2-(5-methyl-2-furyl)-4-(3,5-dimethylphenyl)-5-methyl-1-indenyl]zirconium dichloride [Cl-].[Cl-].C1(CCC1)=[Zr+2](C1C(=CC2=C(C(=CC=C12)C)C1=CC(=CC(=C1)C)C)C=1OC(=CC1)C)C1C(=CC2=C(C(=CC=C12)C)C1=CC(=CC(=C1)C)C)C=1OC(=CC1)C